C(C)(=O)C1=C(C(=C(C(=C1)OC)CCCNC(C(=C)C)=O)OC)N N-(3-(4-Acetyl-3-amino-2,6-dimethoxyphenyl)propyl)methacrylamid